N1=CC(=C2OCCCN21)C(=O)N2[C@H](C=1C(CC2)=C(N(N1)C)C1=CC(=C(C(=C1)F)F)F)C 6,7-dihydro-5H-pyrazolo[5,1-b][1,3]oxazin-3-yl-[(7S)-2,7-dimethyl-3-(3,4,5-trifluorophenyl)-5,7-dihydro-4H-pyrazolo[3,4-c]pyridin-6-yl]methanone